nickel chromium-aluminum-cobalt [Co].[Al].[Cr].[Ni]